(2S,4r)-1-((S)-2-(2-(2-(2-aminoethoxy)ethoxy)acetamido)-3,3-dimethylbutyryl)-4-hydroxy-N-((S)-1-(4-(4-methylthiazol-5-yl)phenyl)ethyl)pyrrolidine-2-carboxamide hydrochloride Cl.NCCOCCOCC(=O)N[C@H](C(=O)N1[C@@H](C[C@H](C1)O)C(=O)N[C@@H](C)C1=CC=C(C=C1)C1=C(N=CS1)C)C(C)(C)C